OC1=C2C(=NC(=N1)C#N)N(N=C2)C(C)C 4-hydroxy-1-isopropylpyrazolo[3,4-d]pyrimidine-6-carbonitrile